2-cyclopropyl-4-fluoro-6-methylaniline C1(CC1)C1=C(N)C(=CC(=C1)F)C